1-methyltetrahydropyrazolo[3,4-d]pyridine CN1NCC2C1=CC=NC2